1-chloro-1,4,4,4-tetrafluorobutane-2-one ClC(C(CC(F)(F)F)=O)F